2-amino-N'-cyclopropyl-N-((5-(4-cyclopropylthiazol-5-yl)pyridin-2-yl)methyl)-3-methyl-N'-(pyrimidin-2-yl)quinoline-6-carbohydrazide NC1=NC2=CC=C(C=C2C=C1C)C(=O)N(N(C1=NC=CC=N1)C1CC1)CC1=NC=C(C=C1)C1=C(N=CS1)C1CC1